NC1=NC(N(C=C1)[C@@H]1CC[C@H](CC1)CN([C@@H]1CC[C@H](CC1)NC(OC(C)(C)C)=O)CC)=O tert-butyl ((trans)-4-((((trans)-4-(4-amino-2-oxopyrimidin-1(2H)-yl)cyclohexyl)methyl) (ethyl)amino)cyclohexyl)carbamate